ClC1=C(C=CC(=C1)C(F)(F)F)CNC1CN(C1)C(=O)N1CC2(C1)CC(C2)C=2C=NC=C(C2)F [3-[[2-chloro-4-(trifluoromethyl)phenyl]methylamino]azetidin-1-yl]-[6-(5-fluoro-3-pyridyl)-2-azaspiro[3.3]heptan-2-yl]methanone